1-(tert-butyl)2-methyl-4-(difluoromethylene)-2-methylpyrrolidine C(C)(C)(C)N1C(CC(C1)=C(F)F)(C)C